(S)-3-(oxetan-2-ylmethyl)-2-((4-(6-(pyrazolo[1,5-a]Pyridin-4-ylmethoxy)pyridin-2-yl)piperidin-1-yl)methyl)-3H-imidazo[4,5-b]pyridine-5-carboxylate O1[C@@H](CC1)CN1C(=NC=2C1=NC(=CC2)C(=O)[O-])CN2CCC(CC2)C2=NC(=CC=C2)OCC=2C=1N(C=CC2)N=CC1